3-(5-isopropoxy-pyridin-2-yl)-N-(3-(pyrrolidin-1-yl)pyridin-2-yl)-1,2,4-thiadiazol-5-amine C(C)(C)OC=1C=CC(=NC1)C1=NSC(=N1)NC1=NC=CC=C1N1CCCC1